tert-butyl (S)-11-((4-([1,2,4]triazolo[1,5-a]pyridin-7-yloxy)-3-methylphenyl)amino)-12-fluoro-1,2,4a,5-tetrahydropyrazino[1',2':4,5][1,4]oxazino[3,2-g]quinazoline-3(4H)-carboxylate N=1C=NN2C1C=C(C=C2)OC2=C(C=C(C=C2)NC2=NC=NC=1C=C3C(=C(C21)F)N2[C@H](CO3)CN(CC2)C(=O)OC(C)(C)C)C